(R)-N-(1-Hydroxypropan-2-yl)-5-(4-(trifluoromethyl)phenyl)quinoline-2-carboxamide OC[C@@H](C)NC(=O)C1=NC2=CC=CC(=C2C=C1)C1=CC=C(C=C1)C(F)(F)F